The molecule is a methoxy-1,3,5-triazine that is 6-methoxy-1,3,5-triazine-2,4-diamine in which one of the hydrogens of each amino group has been replaced by an ethyl group. It has a role as a herbicide, a xenobiotic and an environmental contaminant. It is a methoxy-1,3,5-triazine and a diamino-1,3,5-triazine. It derives from a 6-methoxy-1,3,5-triazine-2,4-diamine. CCNC1=NC(=NC(=N1)OC)NCC